NC=1C=C(SC1)C1=NC(=NC=C1)C1=CC(=C(C(=O)OC)C=C1)OC Methyl 4-(4-(4-aminothiophen-2-yl) pyrimidin-2-yl)-2-methoxybenzoate